4-((1S,4S)-4-aminocyclohexyl)-5-(benzo[d]thiazol-6-yl)-N2-(3-fluoro-5-(morpholinomethyl)phenyl)pyrimidine-2,4-diamine NC1CCC(CC1)C1(NC(=NC=C1C1=CC2=C(N=CS2)C=C1)NC1=CC(=CC(=C1)CN1CCOCC1)F)N